OC(CCCOC=1C=C(C=CC1)C1=CC(=NC=C1)N1CCC(CC1)C=O)(C)C (1-(4-(3-((4-hydroxy-4-methylpentyl)oxy)phenyl)pyridin-2-yl)piperidin-4-yl)methanone